[Na].N1C(N=CC2=CC=CC=C12)=O Quinazolin-2-one sodium salt